C(CC)OC(NC1=C(C=C(C=C1)N(C)CC=1SC(=CC1)Cl)Cl)=O {2-Chloro-4-[(5-chloro-thiophen-2-ylmethyl)-(methyl)amino]-phenyl}-carbamic acid propyl ester